OC[C@@H]1[C@H](C1)C1(CC(=NC(=C1)CC1=CC(=CC=C1)OC)C(=O)NC)C(=O)N 4-((1S,2S)-2-(hydroxymethyl)cyclopropyl)-6-(3-methoxybenzyl)-N2-methylpyridine-2,4-dicarboxamide